benzyl 3-[[7-benzyloxy-4-(4-fluorophenyl)-3-(2-methoxy-1,1-dimethyl-ethyl)-1-isoquinolyl]oxy]cyclobutanecarboxylate C(C1=CC=CC=C1)OC1=CC=C2C(=C(N=C(C2=C1)OC1CC(C1)C(=O)OCC1=CC=CC=C1)C(COC)(C)C)C1=CC=C(C=C1)F